tert-butyl 1-{2-[(6-{[6-(5-chloro-2-fluorophenyl)-3-(hydroxymethyl)pyridazin-4-yl]amino}pyrimidin-4-yl)carbamoyl]ethyl}piperidine-4-carboxylate ClC=1C=CC(=C(C1)C1=CC(=C(N=N1)CO)NC1=CC(=NC=N1)NC(=O)CCN1CCC(CC1)C(=O)OC(C)(C)C)F